O=C1NC(CCCC1N1C(N(C2=C1C=CC=C2)CCCNC(OC(C)(C)C)=O)=O)=O tert-Butyl N-[3-[3-(2,7-dioxoazepan-3-yl)-2-oxobenzimidazol-1-yl]propyl]carbamate